1-(6,7-dihydro-5H-benzo[6,7]cyclohepta[1,2-c]pyridazin-3-yl)-N3-((7S)-7-((3,3-dimethylbut-2-yl)amino)-6,7,8,9-tetrahydro-5H-benzo[7]annulene-2-yl)-1H-1,2,4-triazole-3,5-diamine N1=NC(=CC2=C1C1=C(CCC2)C=CC=C1)N1N=C(N=C1N)NC=1C=CC2=C(CC[C@H](CC2)NC(C)C(C)(C)C)C1